2-[4-[(E)-3-(4-methoxyphenyl)prop-2-enoyl]phenoxy]acetate COC1=CC=C(C=C1)/C=C/C(=O)C1=CC=C(OCC(=O)[O-])C=C1